CC1=CC=C(O1)C1=NC=CC=2N1N=C(N2)C2COCC2 5-(5-methylfuran-2-yl)-2-(oxolan-3-yl)-[1,2,4]triazolo[1,5-c]pyrimidin